4-[(3S)-3-amino-3-methylpyrrolidin-1-yl]-N-[(1S)-3,3-difluorocyclopentyl]-5-(3,5-difluorophenyl)-6-methoxypyridine-3-carboxamide N[C@@]1(CN(CC1)C1=C(C=NC(=C1C1=CC(=CC(=C1)F)F)OC)C(=O)N[C@@H]1CC(CC1)(F)F)C